C(#C)C1CCC(CC1)N1[C@H]2[C@@](CCC1)(CCC2)COC=2N=C(C1=C(N2)C(=C(N=C1)C1=CC(=CC2=CC=C(C(=C12)C#C)F)O)F)N1CCOCCC1 4-(2-{[(4aS,7aR)-1-(4-ethynylcyclohexyl)-octahydro-1H-cyclopenta[b]pyridin-4a-yl]methoxy}-8-fluoro-4-(1,4-oxazepan-4-yl)pyrido[4,3-d]pyrimidin-7-yl)-5-ethynyl-6-fluoronaphthalen-2-ol